tetracosyldimethyl-ammonium bromide [Br-].C(CCCCCCCCCCCCCCCCCCCCCCC)[NH+](C)C